6-chloro-3-oxo-2,3-dihydropyridazine-4-carboxylic acid methyl ester COC(=O)C=1C(NN=C(C1)Cl)=O